O=C1N(CC2=C(C=CC=C12)OCC1=CC=C(C=C1)CN1C=NC(=C1)C(F)(F)F)C1C(NC(CC1)=O)=O 3-{1-Oxo-4-[4-(4-trifluoromethyl-imidazol-1-ylmethyl)-benzyloxy]-1,3-dihydro-isoindol-2-yl}-piperidine-2,6-dione